CC=1N(C=CN1)CCCN(CCCCCCCC(=O)N(CCCCCCCCCC)CCCCCCCCCC)CCCCCCCC(=O)N(CCCCCCCCCC)CCCCCCCCCC 8,8'-((3-(2-Methyl-1H-Imidazol-Yl)Propyl)Azanediyl)Bis(N,N-Didecyloctanamide)